3-(3-chlorophenyl)-6-{[2-(1-methylpyrazol-4-yl)-4-pyridyl]oxy}-2H-1,3-benzoxazin-4-one ClC=1C=C(C=CC1)N1COC2=C(C1=O)C=C(C=C2)OC2=CC(=NC=C2)C=2C=NN(C2)C